FC1=C(OC2=C(C(=NC=C2)N)C(=C)C)C=CC(=C1)[N+](=O)[O-] 4-(2-fluoro-4-nitrophenoxy)-3-(prop-1-en-2-yl)pyridin-2-amine